ethyl 5-(2,5-dimethyl-1H-pyrrol-1-yl)-2-methylthiazole-4-carboxylate CC=1N(C(=CC1)C)C1=C(N=C(S1)C)C(=O)OCC